N(C1=CC=CC=C1)C1=NC(=NC(=N1)N(CCO)CCO)NC=1C=C(C(=CC1)C=CC=1C(=CC(=CC1)NC1=NC(=NC(=N1)NC1=CC=CC=C1)N(CCO)CCO)S(=O)(=O)O)S(=O)(=O)O 4,4'-bis({4-anilino-6-[bis(2-hydroxyethyl)amino]-1,3,5-triazin-2-yl}amino)stilbene-2,2'-disulphonic acid